FC=1C=C(C=CC1F)C=1C=C(C=NC1)OC=1C=C(C#N)C=C(C1)N1CC2=CC=C(C=C2C1)S(=O)(=O)C 3-{[5-(3,4-difluorophenyl)pyridin-3-yl]oxy}-5-(5-methanesulfonyl-2,3-dihydro-1H-isoindol-2-yl)benzonitrile